C(C)(C)N1CCC(CC1)C1=NN(C(=C1)NC(=O)C1=CC=CC(=N1)/C=C/C(=O)O)C1=NC=CC=C1 (E)-3-(6-((3-(1-isopropylpiperidin-4-yl)-1-(pyridin-2-yl)-1H-pyrazol-5-yl)carbamoyl)pyridin-2-yl)acrylic acid